2-[1-[(2R)-2-[(4,4-dimethylcyclohexyl)oxy]-2-phenylethyl]-5-methyl-6-(1,3-oxazol-2-yl)-2,4-dioxo-1H,2H,3H,4H-thieno[2,3-d]pyrimidin-3-yl]-2-methylpropionic acid CC1(CCC(CC1)O[C@@H](CN1C(N(C(C2=C1SC(=C2C)C=2OC=CN2)=O)C(C(=O)O)(C)C)=O)C2=CC=CC=C2)C